ls-4-bromobenzaldehyde BrC1=CC=C(C=O)C=C1